[C@@H]1([C@H]([SeH])[C@H](O)[C@@H](CN[C@@H](CCS)C(=O)O)O1)N1C=NC=2C(N)=NC=NC12 Selenoadenosyl-homocysteine